L-2,2,5,5-tetramethyl-piperidine CC1(NCC(CC1)(C)C)C